IC1=C(C(C(=O)OC)=CC(=C1)I)O methyl 3,5-diiodosalicylate